(2-bromo-6-methoxypyridin-3-yl)methanol BrC1=NC(=CC=C1CO)OC